NC=1C2=C(N=CN1)N(C=C2C(=O)O)CC(=O)N2[C@@H](C[C@H](C2)F)C(NCC2=C(C(=CC=C2)Cl)F)=O 4-amino-7-(2-((2S,4R)-2-((3-chloro-2-fluorophenylmethyl)carbamoyl)-4-fluoropyrrolidin-1-yl)-2-oxoethyl)-7H-pyrrolo[2,3-d]pyrimidine-5-carboxylic acid